6-amino-7-(3-hydroxy-2,6-dimethyl-phenyl)-2-[(3R)-3-hydroxypyrrolidin-1-yl]pyrrolo[2,3-d]pyrimidine-5-carboxamide NC1=C(C2=C(N=C(N=C2)N2C[C@@H](CC2)O)N1C1=C(C(=CC=C1C)O)C)C(=O)N